COC1=C(C=CC=C1)C(C[Se]C1=CC=CC=C1)=O 1-(2-methoxyphenyl)-2-(phenylseleno)ethan-1-one